Cl.C(C)C1=NSC(=N1)N1CC(C1)C(=O)N (3-ethyl-1,2,4-thiadiazol-5-yl)azetidine-3-carboxamide hydrochloride